(S)-7'-(3,5-difluorophenyl)-1-(4-(3-methyl-1H-pyrazol-1-yl)pyridin-2-yl)dihydro-1'H,3'H,5'H-spiro[piperidine-4,2'-pyrazolo[1,2-a]pyrazol]-1'-one FC=1C=C(C=C(C1)F)[C@@H]1CCN2N1C(C1(C2)CCN(CC1)C1=NC=CC(=C1)N1N=C(C=C1)C)=O